C1(CC1)C1=NN(C=C1C1=NC=CC=C1C(F)(F)F)[C@@H]1C[C@H](C1)CNC=1C=C2C(N(C(C2=CC1)=O)C1C(NC(CC1)=O)=O)=O 5-(((trans-3-(3-cyclopropyl-4-(3-(trifluoromethyl)pyridin-2-yl)-1H-pyrazol-1-yl)cyclobutyl)methyl)amino)-2-(2,6-dioxopiperidin-3-yl)isoindoline-1,3-dione